OC=1C=CC=C2CCN(CC12)C(=O)OC(C)(C)C tert-butyl 8-hydroxy-3,4-dihydroisoquinoline-2(1H)-carboxylate